CARBONYLSULFID C(=O)=S